(3-Cyano-4-methoxypyrazolo[1,5-a]pyridin-5-yl)carbamic acid tert-butyl ester C(C)(C)(C)OC(NC1=C(C=2N(C=C1)N=CC2C#N)OC)=O